COC(C)(C)C1CN(CCO1)C=1C=CC(=NC1)N 5-(2-(2-methoxyprop-2-yl)(N-morpholinyl))pyridin-2-amine